CC=1C(=C(C=CC1)CC(=O)OCC)C1CCC(CC1)OC(=C)C(F)(F)F ethyl 2-(3-methyl-2-((1r,4r)-4-((3,3,3-trifluoroprop-1-en-2-yl)oxy)cyclohexyl)-phenyl)acetate